8-(3-(trifluoromethyl)phenyl)-2-(3,4,5-trimethoxybenzyl)-1,3,4,12a-tetrahydrobenzo[e]pyrazino[1,2-a][1,4]diazepine-6,12(2H,11H)-dione 2,2,2-trifluoroacetate FC(C(=O)O)(F)F.FC(C=1C=C(C=CC1)C1=CC2=C(NC(C3N(C2=O)CCN(C3)CC3=CC(=C(C(=C3)OC)OC)OC)=O)C=C1)(F)F